2-[(2S)-2,4-dimethylpiperazin-1-yl]-N-[(4-fluoro-1-{[2-(trimethylsilyl)ethoxy]methyl}-1H-benzimidazol-2-yl)methyl]-8-(trifluoromethyl)pyrazolo[1,5-a][1,3,5]triazin-4-amine C[C@@H]1N(CCN(C1)C)C1=NC=2N(C(=N1)NCC1=NC3=C(N1COCC[Si](C)(C)C)C=CC=C3F)N=CC2C(F)(F)F